ClC=1C(N(C(=CC1OCC1=NC=C(C=C1F)F)C)C1=CC(=NC=C1C)C1=CC=C2C(=N1)C(CC2)(C)O)=O 3-chloro-4-((3,5-difluoropyridin-2-yl)methoxy)-2'-(7-hydroxy-7-methyl-6,7-dihydro-5H-cyclopenta[b]pyridin-2-yl)-5',6-dimethyl-2H-[1,4'-bipyridin]-2-one